1-[4-(4-hydroxyethyloxy-phenylthio)phenyl]-1,2-propanedione-2-(O-acetyloxime) C(C)(=O)ON=C(C(=O)C1=CC=C(C=C1)SC1=CC=C(C=C1)OCCO)C